(R)-(+)-2-methoxypropionic acid C[C@H](C(=O)O)OC